CC=1C(=C(C=2CC3=CC=CC=C3C2C1)C1=C(C2=C([Se]C3=C2C=CC=C3)C=C1)C1=NC=C(C(=C1C1=NN=NC=C1)C1=CC=CC=C1)C1=CC=CC=C1)C (dimethylfluorenyl)[di(phenyl)triazinylpyridyl]Dibenzoselenophene